C(C1=CC=CC=C1)N1[C@H](CNCC1)CCNC(O[C@H]1[C@H](NC[C@@H]1O)CC1=CC=C(C=C1)OC)=O (2R,3S,4S)-4-hydroxy-2-[(4-methoxyphenyl) methyl]pyrrolidin-3-yl N-{2-[(2S)-1-benzylpiperazin-2-yl]ethyl}carbamate